tri(vinyldisilane) phosphate P(=O)(O)(O)O.C(=C)[SiH2][SiH3].C(=C)[SiH2][SiH3].C(=C)[SiH2][SiH3]